OCCN1CCN(CC1)C1=CC(=NC=2N1N=C(C2C2=CC=CC=C2)C)C=2C=C(C=CC2)CCCCC(=O)N(C)OC 5-(3-(7-(4-(2-Hydroxyethyl)piperazin-1-yl)-2-methyl-3-phenylpyrazolo[1,5-a]pyrimidin-5-yl)phenyl)-N-methoxy-N-methylpentanamide